(S)-1-(3-(difluoromethoxy)phenyl)-N-(3-methyl-1,1-dioxidotetrahydrothiophen-3-yl)-3-(methylsulfonyl)-1H-indazole-5-carboxamide FC(OC=1C=C(C=CC1)N1N=C(C2=CC(=CC=C12)C(=O)N[C@@]1(CS(CC1)(=O)=O)C)S(=O)(=O)C)F